4-methyl-5-(6-(8-methyl-4-oxo-4H-pyrimido[1,2-b]pyridazin-7-yl)-5,6,7,8-tetrahydro-1,6-naphthyridin-3-yl)picolinonitrile CC1=CC(=NC=C1C=1C=NC=2CCN(CC2C1)C=1C(=CC=2N(N1)C(C=CN2)=O)C)C#N